1-(4-hydroxyphenyl)piperidin-4-ol OC1=CC=C(C=C1)N1CCC(CC1)O